CC1(OCC2(C1)CCN(CC2)C2=C(C=CC=C2)[N+](=O)[O-])C 3,3-dimethyl-8-(2-nitrophenyl)-2-oxa-8-azaspiro[4.5]decane